Methyl (R)-11-chloro-12-hydroxy-3,3-dimethyl-8-oxo-2,3,8,13b-tetrahydro-1H-pyrido[2,1-a]pyrrolo[1,2-c]phthalazine-7-carboxylate ClC=1C(=CC=2[C@@H]3N(N4C(C2C1)=CC(C(=C4)C(=O)OC)=O)C(CC3)(C)C)O